ClC1=NC=CC2=C1C=NN2CC2=CC=C(C=C2)OC 4-chloro-1-(4-methoxybenzyl)-1H-pyrazolo[4,3-c]pyridine